zinc gold salt [Au].[Zn]